COC1=CC=C(CN2C=CC3C(=CC=NC23)C(=O)[O-])C=C1 1-(4-methoxybenzyl)-3a,7a-dihydro-1H-7-azaindole-4-carboxylate